C=1N=CN2C1C[C@H](CC2)CC2CC21NCCC(C1)C(=O)N (((S)-5,6,7,8-tetrahydroimidazo[1,5-a]pyridin-7-yl)methyl)-4-azaspiro[2.5]octane-7-carboxamide